3-[4-(5-{5-[2-Ethoxy-5-(trifluoromethyl)pyridin-3-yl]-7-[{[1-(methoxymethyl)cyclopentyl]methyl}(methyl)amino]-1H-imidazo[4,5-b]pyridin-2-yl}pyrazin-2-yl)piperazin-1-yl]propanoic acid C(C)OC1=NC=C(C=C1C1=CC(=C2C(=N1)N=C(N2)C=2N=CC(=NC2)N2CCN(CC2)CCC(=O)O)N(C)CC2(CCCC2)COC)C(F)(F)F